5-chloro-6-(difluoromethoxy)picolinic acid ClC=1C=CC(=NC1OC(F)F)C(=O)O